(Z)-2-(5-methyl-2-oxoindolin-3-ylidene)-N-(3-(trifluoromethyl)phenyl)hydrazinecarbothioamide CC=1C=C2/C(/C(NC2=CC1)=O)=N/NC(NC1=CC(=CC=C1)C(F)(F)F)=S